NC1=C(C=C(C=C1C(=O)N)N1CCOCC1)C1=C(C(=CC=C1C)O)C 2-amino-3'-hydroxy-2',6'-dimethyl-5-morpholino-[1,1'-biphenyl]-3-carboxamide